3-carboxy-1-[(3-carboxy-2-oxidonaphthalen-1-yl)methyl]naphthalen-2-olate C(=O)(O)C=1C(=C(C2=CC=CC=C2C1)CC1=C(C(=CC2=CC=CC=C12)C(=O)O)[O-])[O-]